FC1=C(C=CC=C1F)C=1C(N(C(N(C1)CC(=O)OC)=O)C)=O Methyl [5-(2,3-difluoro-phenyl)-3-methyl-2,4-dioxo-3,4-dihydro-2H-pyrimidin-1-yl]-acetate